COC1=NC2=CC=CC=C2C=C1C1=CN=C(N1)[C@H](CCCCCC(CC)=O)NC(=O)[C@H]1CC12CCN(CC2)CC(F)(F)F (S)-N-((S)-1-(5-(2-Methoxychinolin-3-yl)-1H-imidazol-2-yl)-7-oxononyl)-6-(2,2,2-trifluoroethyl)-6-azaspiro[2.5]octan-1-carboxamid